ethyl (S)-2-(2-hydroxy-3-(3-methylbenzamido)propanamido)-4-methylthiazole-5-carboxylate O[C@H](C(=O)NC=1SC(=C(N1)C)C(=O)OCC)CNC(C1=CC(=CC=C1)C)=O